2,4-dihydroxy-3-(3-methylcyclohex-2-en-1-yl)-6-pentyl-benzoic Acid OC1=C(C(=O)O)C(=CC(=C1C1C=C(CCC1)C)O)CCCCC